BrC=1C=CC=2C(C3=CC=C(C=C3C2C1)Br)CO 3,6-Dibromo-9-fluorenylmethanol